CSC=1N=CC2=C(N(C(OC2)=O)CCOCCOCCOCCOCCOCCOCCNS(=O)(=O)C2=CC=C(C=C2)[N+](=O)[O-])N1 N-[2-[2-[2-[2-[2-[2-[2-(7-methylsulfanyl-2-oxo-4H-pyrimido[4,5-d][1,3]oxazin-1-yl)ethoxy]ethoxy]ethoxy]ethoxy]ethoxy]ethoxy]ethyl]-4-nitro-benzenesulfonamide